BrCCCCCOC1=CC2=C(C(N3[C@H](C(N2COCC[Si](C)(C)C)=O)CC(=C3)C=O)=O)C=C1OC (11aS)-8-[(5-Bromopentyl)oxy]-7-methoxy-5,11-dioxo-10-{[2-(trimethylsilyl)ethoxy]methyl}-5,10,11,11a-tetrahydro-1H-pyrrolo[2,1-c][1,4]benzodiazepin-2-carbaldehyde